hydroxyl-benzoyl-hydrazine ON(N)C(C1=CC=CC=C1)=O